FC=1C=C2C(C(N(C2=CC1)C=1C=NC=C(C1)C=C1OC(C2=CC=CC=C12)=O)=O)(C)O 5-Fluoro-3-hydroxy-3-methyl-1-(5-((3-oxoisobenzofuran-1(3H)-ylidene)methyl)pyridin-3-yl)indolin-2-one